[SbH4+].[Sb+3] antimony (stibonium)